CC(C(C(=O)OCC)=O)(CCCC(C(=O)[O-])C)C(=O)[O-] 1-Ethyl 2,6-dimethyl-1-oxohexane-1,2,6-tricarboxylate